C12OCC(CC1)(CC2)CO[C@H](C)C2[N@@](C2)C(=O)OCC2=CC=CC=C2 (R)-benzyl 2-((R)-1-(2-oxabicyclo[2.2.2]octan-4-ylmethoxy)ethyl)aziridine-1-carboxylate